2-hydroxyethyl 2-methyl-2-propenoat CC(C(=O)OCCO)=C